C(N)(=N)C=1C=C(SC1)CNC(=O)[C@H]1N(C[C@@]2(CC2(F)F)C1)C(=O)OC(C)(C)C tert-butyl (3S,6S)-6-(((4-carbamimidoylthiophen-2-yl)methyl)carbamoyl)-1,1-difluoro-5-azaspiro[2.4]heptane-5-carboxylate